3-(isopropylamino)pyrrolidine C(C)(C)NC1CNCC1